Cl.CC=1C=C(C=CC1NC(C1=C(C=CC=C1)C)=O)S(=O)(=O)NC(C(=O)OC)C1CCNCC1 methyl 2-((3-methyl-4-(2-methylbenzamido) phenyl) sulfonamido)-2-(piperidin-4-yl)acetate hydrochloride